C(C)(C)C=1C(=NNC1C=1C=C(C=2N(C1)N=CN2)OC)C=2SC(=CN2)N2CCN(CC2)C2COC2 2-(4-isopropyl-5-(8-methoxy-[1,2,4]triazolo[1,5-a]pyridin-6-yl)-1H-pyrazol-3-yl)-5-(4-(oxetan-3-yl)piperazin-1-yl)thiazole